3-(3-methoxyphenyl)-5-methyl-4,5-dihydroisoxazole COC=1C=C(C=CC1)C1=NOC(C1)C